NCC(=O)OC(=O)O carboxy glycinate